NC=1C(=NC(=CC1)C1=CC=CC=C1)NC=1C=CC(=NC1)NC(=O)C1=CC(=C(C(=O)OC)C=C1)C methyl 4-((5-((3-amino-6-phenylpyridin-2-yl)amino)pyridin-2-yl)carbamoyl)-2-methylbenzoate